(4-(2-Fluoroethyl)piperazin-1-yl)-N-(4-methylpent-2-yn-1-yl)-1H-benzo[d]imidazole-1-carboxamide FCCN1CCN(CC1)C1=NC2=C(N1C(=O)NCC#CC(C)C)C=CC=C2